diiodomethyl-p-ethylphenylsulfone IC(I)C1=C(C=CC(=C1)CC)S(=O)(=O)C1=C(C=C(C=C1)CC)C(I)I